N1C(=NC2=C1C=CC=C2)CNC2=NC=CC(=N2)C2=NC=CC(=N2)C#CC=2C=C1C=NNC1=CC2 N-((1H-Benzo[d]imidazol-2-yl)methyl)-4-((1H-indazol-5-yl)ethynyl)-[2,4'-bipyrimidin]-2'-amine